dodecyloxy-2,4-diaminobenzene C(CCCCCCCCCCC)OC1=C(C=C(C=C1)N)N